N-[(1S)-1-[2-fluoro-5-(trifluoromethoxy)phenyl]ethyl]-5-[2-(2-hydroxyacetamido)imidazo[1,2-b]pyridazin-6-yl]-2-methylpyridine-3-carboxamide FC1=C(C=C(C=C1)OC(F)(F)F)[C@H](C)NC(=O)C=1C(=NC=C(C1)C=1C=CC=2N(N1)C=C(N2)NC(CO)=O)C